Ethyl sulfoxide C(C)S(=O)CC